N-(6-(7-ethoxy-6-fluoro-5-methyl-1H-indazol-4-yl)imidazo[1,2-b]pyridazin-2-yl)-2-fluorocyclopropane-1-carboxamide C(C)OC=1C(=C(C(=C2C=NNC12)C=1C=CC=2N(N1)C=C(N2)NC(=O)C2C(C2)F)C)F